2-(3-(3,3-difluoro-1-((4-methyl-4H-1,2,4-triazol-3-yl)methyl)cyclobutyl)phenyl)-6-((3-fluoro-3-methylazetidin-1-yl)methyl)-4-(trifluoromethyl)isoindolin-1-one FC1(CC(C1)(CC1=NN=CN1C)C=1C=C(C=CC1)N1C(C2=CC(=CC(=C2C1)C(F)(F)F)CN1CC(C1)(C)F)=O)F